C(C)(C)(C)OC(=O)N[C@H](C(=O)OC)C[C@@H](C(=O)OC)OC1=C(C=CC=C1[N+](=O)[O-])Cl dimethyl (2S,4S)-2-((tert-butoxycarbonyl)amino)-4-(2-chloro-6-nitrophenoxy)pentanedioate